ethyl 1-(4-(cyanomethyl)benzyl)-1H-pyrazole-4-carboxylate C(#N)CC1=CC=C(CN2N=CC(=C2)C(=O)OCC)C=C1